(R)-1-(5-fluoro-2-methylphenyl)-3-(isoquinolin-4-yl)-2-oxoimidazoline-4-carbonitrile FC=1C=CC(=C(C1)N1C(N([C@H](C1)C#N)C1=CN=CC2=CC=CC=C12)=O)C